C(#N)N=C(NCCCCCN1CCN(CC1)C(C1=C(C=CC=C1OC)OC)=O)NC1=CC=NC=C1 2-cyano-1-(5-(1-(2,6-dimethoxybenzoyl)piperazine-4-yl)pentyl)-3-(4-pyridinyl)guanidine